C1(CCC1)C=1C(=NN(C1C1(CCC1)C(F)(F)F)C)NC(CC1=CC(=C(C=C1)F)F)=O N-(4-cyclobutyl-1-methyl-5-(1-(trifluoromethyl)cyclobutyl)-1H-pyrazol-3-yl)-2-(3,4-difluorophenyl)acetamide